C(CCCCCCCC)[Si](O[Si](C)(C)C)(O[Si](C)(C)C)C nonylmethylbis(trimethylsiloxy)silane